1,3-dimethylbenzylhydrazine CC1(CNN)CC(=CC=C1)C